NC1=C(C=2C(=NC(=C(C2)C)C)N1C1=C(C(=CC(=C1F)OC)OC)F)C(=O)N 2-amino-1-(2,6-difluoro-3,5-dimethoxyphenyl)-5,6-dimethyl-1H-pyrrolo[2,3-b]pyridine-3-carboxamide